FC=1C=C(C=NC1)C1(NC(=NC(=N1)C1=NC(=CC=C1)C(F)(F)F)N)N 4-(5-fluoropyridin-3-yl)-6-(6-(trifluoromethyl)pyridin-2-yl)-1,3,5-triazine-2,4-diamine